endo-phosphoramidate P([O-])([O-])(=O)N